C(CCCCCCC\C=C/C\C=C/CCCCC)OCCCCCCCC\C=C/C\C=C/CCCCC dilinoleyl ether